C(C\C=C\CCCCCCCC\C=C/CCCC)O (E,Z)-3,13-octadeca-dien-1-ol